2-trifluoromethyl-benzoamide FC(C1=C(C(=O)N)C=CC=C1)(F)F